3-aminobenzo[b]thiophene-2-carboxylic acid methyl ester COC(=O)C1=C(C2=C(S1)C=CC=C2)N